(5R)-7-(6-chloro-7-(5,6-dimethyl-1H-indazol-4-yl)-8-fluoro-2-(((2R,7aS)-2-fluorotetrahydro-1H-pyrrolizin-7a(5H)-yl)methoxy)quinazolin-4-yl)-1,3,7-triazaspiro[4.5]decane-2,4-dione ClC=1C=C2C(=NC(=NC2=C(C1C1=C2C=NNC2=CC(=C1C)C)F)OC[C@]12CCCN2C[C@@H](C1)F)N1C[C@@]2(C(NC(N2)=O)=O)CCC1